tert-butyl ((1R,3R)-3-((2-(2-(2-azidoethoxy)ethoxy)ethoxy)methyl)cyclobutyl)carbamate N(=[N+]=[N-])CCOCCOCCOCC1CC(C1)NC(OC(C)(C)C)=O